N-[3-[5-(difluoromethoxy)-2-methyl-1-benzothien-6-yl]-1H-pyrazol-4-yl]Pyrazolo[1,5-a]Pyrimidine-3-carboxamide FC(OC=1C(=CC2=C(C=C(S2)C)C1)C1=NNC=C1NC(=O)C=1C=NN2C1N=CC=C2)F